OCC[C@H](CCC)NC=1C2=C(N=C(N1)NC(OC)=O)C=NN2CC=2C=NC(=CC2OC)C2CCN(CC2)C(C)C methyl (S)-(7-((1-hydroxyhexan-3-yl)amino)-1-((6-(1-isopropylpiperidin-4-yl)-4-methoxypyridin-3-yl)methyl)-1H-pyrazolo[4,3-d]pyrimidin-5-yl)carbamate